4-bromo-3-nitro-N,N-dipropylaniline BrC1=C(C=C(N(CCC)CCC)C=C1)[N+](=O)[O-]